1-[2-(3-chlorophenyl)-2-methoxy-propyl]-3-(1-oxaspiro[4.4]nonan-3-yl)urea ClC=1C=C(C=CC1)C(CNC(=O)NC1COC2(C1)CCCC2)(C)OC